C(C)(C)(C)OC(=O)N1CC(N(CC1)C=1C=C(C=CC1)C=1C(=C2C(=NC1)N(C=C2C#CC=2C=NC(=CC2)C)C(=O)OC(C)(C)C)Cl)=O tert-butyl 5-(3-(4-(tert-butoxycarbonyl)-2-oxopiperazin-1-yl)phenyl)-4-chloro-3-((6-methylpyridin-3-yl)ethynyl)-1H-pyrrolo[2,3-b]pyridine-1-carboxylate